C(CCCCCCCCC(=O)O[C@@H](COC(CCCCCCC(=O)OC(CCCCCCCC)CCCCCCCC)=O)CO)(=O)OC(CCCCCCCC)CCCCCCCC (R)-1-(Heptadecan-9-yl) 10-(1-((8-(heptadecan-9-yloxy)-8-oxooctanoyl)oxy)-3-hydroxypropan-2-yl) decanedioate